4,5-dimethyl-4,5-diethylocta-diene CC(CC=C)(C(C=CC)(CC)C)CC